C(C)(C)(C)OC(NC1=CC=C(C=C1)NC1=NC=C(C=C1[N+](=O)[O-])Br)=O [4-(5-bromo-3-nitro-pyridin-2-ylamino)-phenyl]-carbamic acid tert-butyl ester